N-(4-methoxyphenyl)pyrrolidin-2-one COC1=CC=C(C=C1)N1C(CCC1)=O